4-[6-(3-methyl-1H-pyrrolo[2,3-B]pyridin-5-yl)isochroman-8-yl]-4,5-dihydro-oxazol-2-amine CC1=CNC2=NC=C(C=C21)C=2C=C1CCOCC1=C(C2)C2N=C(OC2)N